N-((3-bromophenyl)(isopropyl)(oxo)-λ6-sulfanylidene)-1-(4-(5-(trifluoromethyl)-1,2,4-oxadiazol-3-yl)phenyl)-1H-pyrrole-3-carboxamide BrC=1C=C(C=CC1)S(=NC(=O)C1=CN(C=C1)C1=CC=C(C=C1)C1=NOC(=N1)C(F)(F)F)(=O)C(C)C